6-(1,3-dioxaisoindolin-2-yl)naphthalene-1-sulfonyl chloride O1N(OC2=CC=CC=C12)C=1C=C2C=CC=C(C2=CC1)S(=O)(=O)Cl